(R)-5-fluoro-N-isopropyl-2-(pyrimidin-5-yloxy)-N-(tetrahydrofuran-3-yl)benzamide tert-butyl-(3R,4R)-4-(4-bromophenyl)-3-hydroxy-piperidine-1-carboxylate C(C)(C)(C)OC(=O)N1C[C@@H]([C@H](CC1)C1=CC=C(C=C1)Br)O.FC=1C=CC(=C(C(=O)N([C@H]2COCC2)C(C)C)C1)OC=1C=NC=NC1